Diethylaminoethylamide C(C)N(CC)CC[NH-]